2,4,5-trifluorobenzoyl fluoride FC1=C(C(=O)F)C=C(C(=C1)F)F